7-((1R,3S)-3-(2-fluoro-6-methylphenyl)cyclopentyl)-5-((3-(trifluoromethyl)pyridin-2-yl)methyl)pyrido[2,3-b]pyrazin-6(5H)-one FC1=C(C(=CC=C1)C)[C@@H]1C[C@@H](CC1)C1=CC=2C(=NC=CN2)N(C1=O)CC1=NC=CC=C1C(F)(F)F